N-(1-methyl-1H-indol-5-yl)-5-(3,4,5-trimethoxyphenyl)-[1,2,4]triazolo[1,5-c]pyrimidin-2-amine CN1C=CC2=CC(=CC=C12)NC1=NN2C(=NC=CC2=N1)C1=CC(=C(C(=C1)OC)OC)OC